Cyclobutyl Sulfon C1(CCC1)S(=O)(=O)C1CCC1